CC1=CC(=CC(=N1)C(=O)O)C(F)(F)F 6-methyl-4-(trifluoromethyl)pyridine-2-carboxylic acid